NC1=NC(=C2C(=N1)N(N=C2)CC2=C(C=CC=C2F)F)C2=CC=CC(=N2)C#N 6-[6-amino-1-[(2,6-difluorophenyl)methyl]pyrazolo[3,4-d]pyrimidin-4-yl]pyridine-2-carbonitrile